N-(4-Amino-1H-pyrazolo[4,3-c]pyridin-7-yl)-2-oxo-2-[rac-(2R,6R)-2-methyl-6-phenyl-1-piperidyl]acetamide NC1=NC=C(C2=C1C=NN2)NC(C(N2[C@@H](CCC[C@@H]2C2=CC=CC=C2)C)=O)=O |r|